FC(C(C(=O)OCC)(CC)C)F Ethyl 2-(difluoromethyl)-2-methylbutanoate